C(CC1=CC=C(C=C1)O)C1=CC=C(C=C1)O 4,4'-ethylenebisphenol